ClCC(C[C@]1(N([C@@H]([C@H](C1)OC(C1=CC=C(C=C1)[N+](=O)[O-])=O)C)C(=O)OC(C)(C)C)C(=O)OC)=C 1-tert-butyl 2-methyl (2R,4S,5R)-2-[2-(chloromethyl)allyl]-5-methyl-4-(4-nitrobenzoyl)oxy-pyrrolidine-1,2-dicarboxylate